O(C1=CC=CC=C1)NC(C)=O N-phenoxyacetamide